1-fluorohexane FCCCCCC